C(N)(=O)C1=CC(=NC2=C1N=CN=C2NC21CN(CC1C2)C(=O)OC(C)(C)C)Cl tert-butyl 1-([8-carbamoyl-6-chloropyrido[3,2-d]pyrimidin-4-yl]amino)-3-azabicyclo[3.1.0]hexane-3-carboxylate